S(N)(OC[C@@H]1OC(O[C@H]1C1=C(C=CC=C1)NC)(C)C)(=O)=O ((4S,5S)-5-(2-methylaminophenyl)-2,2-dimethyl-1,3-dioxolan-4-yl)methyl sulfamate